FC(C(=O)O)(F)F.ClC1=CC=C(C=C1)C1=CC=C(C=C1)N(C=1N=NNC1C(=O)O)C 4-((4'-chloro-[1,1'-biphenyl]-4-yl)(methyl)amino)-1H-1,2,3-triazole-5-carboxylic acid 2,2,2-trifluoroacetate